5-(3-isopropyl-5-(piperidin-4-yl)-1H-indol-2-yl)-3-methyl-1-phenylpyridin-2(1H)-one C(C)(C)C1=C(NC2=CC=C(C=C12)C1CCNCC1)C=1C=C(C(N(C1)C1=CC=CC=C1)=O)C